1,1-Dimethylpiperidin-1-ium pivalate C(C(C)(C)C)(=O)[O-].C[N+]1(CCCCC1)C